FC=1C=CC=C2C(=CC=NC12)OCC(=O)NNC=1N=NC(=NN1)N1CCOCC1 ((8-fluoroquinolin-4-yl)oxy)-N'-(6-morpholinyl-1,2,4,5-tetrazin-3-yl)acethydrazide